OCC(C(=O)N1N=C(C(=C1N(C)CC1=CC=C(C=C1)C(N)=N)C)C1C(N(CC1)C(=O)N1CC(CC1)O)C)(C)C 4-({[1-(3-hydroxy-2,2-dimethylpropanoyl)-3-[1-(3-hydroxypyrrolidine-1-carbonyl)-2-methylpyrrolidin-3-yl]-4-methyl-1H-pyrazol-5-yl](methyl)amino}methyl)benzene-1-carboximidamide